(1R,3S)-3-{5-[2-(2-formyl-3-hydroxy-5-methoxyphenoxy)acetamido]-2H-pyrazol-3-yl}cyclopentyl N-isopropyl-N-methylcarbamate C(C)(C)N(C(O[C@H]1C[C@H](CC1)C=1NN=C(C1)NC(COC1=C(C(=CC(=C1)OC)O)C=O)=O)=O)C